(3S)-1-[2-[5-bromo-2-(8-chloro-4-oxo-chromen-2-yl)phenoxy]ethyl]-N-methylsulfonyl-pyrrolidine-3-carboxamide BrC=1C=CC(=C(OCCN2C[C@H](CC2)C(=O)NS(=O)(=O)C)C1)C=1OC2=C(C=CC=C2C(C1)=O)Cl